N4-(3-chloro-4-(pyridazin-3-ylmethoxy)phenyl)-7-(3-morpholinopropoxy)quinazoline-4,6-diamine ClC=1C=C(C=CC1OCC=1N=NC=CC1)NC1=NC=NC2=CC(=C(C=C12)N)OCCCN1CCOCC1